6-((3-fluorophenoxy)methyl)-1-methyl-5-phenyl-1H-pyrazolo[3,4-d]pyrimidin-4(5H)-one FC=1C=C(OCC=2N(C(C3=C(N2)N(N=C3)C)=O)C3=CC=CC=C3)C=CC1